C1(CC1)C1=NC=CC(=C1C=1N=CC2=C(N1)C=NN2)OC 5-(2-cyclopropyl-4-methoxy-3-pyridyl)-1H-pyrazolo[4,3-d]pyrimidine